ClC1=C(OCC(C(=O)NC2CCN(CC2)C)(C)C)C=CC=C1 3-(2-chlorophenoxy)-2,2-dimethyl-N-(1-methylpiperidin-4-yl)propionamide